1-(2-pyridyl)-2-propanone N1=C(C=CC=C1)CC(C)=O